2-(2-(4,6-diphenyl-1,3,5-triazin-2-yl)-3,4,5,6-tetrakis(3-methyl-9H-carbazol-9-yl)phenyl)benzo[d]thiazole C1(=CC=CC=C1)C1=NC(=NC(=N1)C1=CC=CC=C1)C1=C(C(=C(C(=C1N1C2=CC=CC=C2C=2C=C(C=CC12)C)N1C2=CC=CC=C2C=2C=C(C=CC12)C)N1C2=CC=CC=C2C=2C=C(C=CC12)C)N1C2=CC=CC=C2C=2C=C(C=CC12)C)C=1SC2=C(N1)C=CC=C2